N-(2-(1-methyl-1H-pyrazol-3-yl)-4-(4-(trifluoromethyl)cyclohexyl)benzyl)acrylamide CN1N=C(C=C1)C1=C(CNC(C=C)=O)C=CC(=C1)C1CCC(CC1)C(F)(F)F